ethyl [[4-(trifluoromethyl)phenyl]carbamoyl]formate FC(C1=CC=C(C=C1)NC(=O)C(=O)OCC)(F)F